N-(3,4-difluorophenyl)-3-fluoro-4-(N-(2-(hydroxymethyl)cyclopentyl)sulfamoyl)-1-methyl-1H-pyrrole-2-carboxamide FC=1C=C(C=CC1F)NC(=O)C=1N(C=C(C1F)S(NC1C(CCC1)CO)(=O)=O)C